3,3-dimethylisoquinolin-1-one-N-oxide CC1([NH+](C(C2=CC=CC=C2C1)=O)[O-])C